silver isobutyrate salt C(C(C)C)(=O)[O-].[Ag+]